1-(4-(4-(((5-chloropyridin-3-yl)methyl)amino)-6-(3,5-dimethylisoxazol-4-yl)quinazolin-2-yl)piperazin-1-yl)-2-methylpropan-2-ol ClC=1C=C(C=NC1)CNC1=NC(=NC2=CC=C(C=C12)C=1C(=NOC1C)C)N1CCN(CC1)CC(C)(O)C